C(#N)C=1C=C(C=CC1)C(C(=O)N[C@H](C(=O)NC=1C=C2CC(CC2=CC1)(C(=O)NC)N1CC2(CC2)CNC1=O)C1CCCCC1)(F)F 5-((S)-2-(2-(3-cyanophenyl)-2,2-difluoroacetamido)-2-cyclohexylacetamido)-N-methyl-2-(6-oxo-5,7-diazaspiro[2.5]octan-5-yl)-2,3-dihydro-1H-indene-2-carboxamide